OCCN1C(=NC=C1)C(=O)O (2-hydroxyethyl)-1H-imidazole-2-carboxylic acid